5-sulfamoylfuran-2-carboxylic acid S(N)(=O)(=O)C1=CC=C(O1)C(=O)O